2-Ethyl-3,5-dimethylpyrazin C(C)C1=NC=C(N=C1C)C